FC1(C(N(C2=C(O1)C=C(C(=C2)C2=C(C(=C(C(=C2F)F)F)F)F)F)[C@H](C(=O)OC)CCC)=O)F methyl (S)-2-(2,2,7-trifluoro-3-oxo-6-(perfluorophenyl)-2,3-dihydro-4H-benzo[b][1,4]oxazin-4-yl)pentanoate